C(N)(=S)N1C(CN(CC1C)C(=O)OC(C)(C)C)C tert-Butyl 4-carbamothioyl-3,5-dimethylpiperazine-1-carboxylate